4-chloro-6-cyclopropoxy-3-fluoro-2-(1-methyl-1H-pyrazol-5-yl)benzonitrile ClC1=C(C(=C(C#N)C(=C1)OC1CC1)C1=CC=NN1C)F